formylamino-pyrimidine C(=O)NC1=NC=CC=N1